C(C)OC1=NC=CC=C1C1=CC(=C2C(=N1)C(=NN2C(C)C)C)NCC=2C(=NC=CC2)F 5-(2-ethoxy-3-pyridyl)-N-[(2-fluoro-3-pyridyl)methyl]-1-isopropyl-3-methyl-pyrazolo[4,3-b]pyridin-7-amine